N1(CCC1)C(=O)N1[C@H]([C@H](C(C1)(F)F)NS(=O)(=O)CC)CC=1C(=C(C=CC1)C1=CC(=CC=C1)C)F N-{(2S,3R)-1-(azetidine-1-carbonyl)-4,4-difluoro-2-[(2-fluoro-3'-methyl[1,1'-biphenyl]-3-yl)methyl]pyrrolidin-3-yl}ethanesulfonamide